tert-butyl N-[(3R)-1'-[5-methyl-1-(oxan-2-yl)-3-(1,2,3,4-tetrahydro-1,5-naphthyridin-1-yl) 1H-pyrazolo[3,4-b]pyrazin-6-yl]-3H-spiro[1-benzofuran-2,4'-piperidin]-3-yl]carbamate CC=1N=C2C(=NC1N1CCC3(CC1)OC1=C([C@H]3NC(OC(C)(C)C)=O)C=CC=C1)N(N=C2N2CCCC1=NC=CC=C21)C2OCCCC2